C(C)OC(=O)C=1N(C=CC1)NCC1=C(C=CC=C1)C(C)C#N (2-(1-cyanoethyl)benzylamino)-1H-pyrrole-2-carboxylic acid ethyl ester